FC1=CC=2[C@H]3COC(N3C=3C=CN4N=CC(C(NCCOC2N=C1)=O)=C4N3)=O (6S)-9-fluoro-4,13-dioxa-2,11,16,20,21,24-hexaazapentacyclo[16.5.2.02,6.07,12.021,25]pentacosa-1(24),7(12),8,10,18(25),19,22-heptaene-3,17-dione